C(CCCCCCCCCCCC=CCCCCCCCC)(=O)OCCCCCCCCCCCCCCCCCCCCCCCCCCCCCCCCCCC(=O)O 35-(docos-13-enoyloxy)-pentatriacontanoic acid